isodecyl furan-2,5-dicarboxylate O1C(=CC=C1C(=O)[O-])C(=O)OCCCCCCCC(C)C